COC=1C=C(C=CC1O)O 3-methoxy-4-hydroxyphenol